tert-butyl (1-(7-chloro-8-fluoro-2-(((2R,7aS)-2-fluorohexahydro-1H-pyrrolizin-7a-yl)methoxy)pyrido[4,3-d]pyrimidin-4-yl)-3,3-difluoropiperidin-4-yl)carbamate ClC1=C(C=2N=C(N=C(C2C=N1)N1CC(C(CC1)NC(OC(C)(C)C)=O)(F)F)OC[C@]12CCCN2C[C@@H](C1)F)F